ClC1=C(C=C(C=C1)[C@H]1[C@@H](C1)NC(N([C@H]1CN(CCC1)C(=O)[C@H]1OCCC1)C)=O)C 3-[(1R,2S)-2-(4-chloro-3-methylphenyl)cyclopropyl]-1-methyl-1-[(3R)-1-[(2S)-oxolane-2-carbonyl]piperidin-3-yl]urea